ethyl 5-[4-(difluoromethanesulfonamido)-3-[(1S)-1-(4-fluorophenyl)ethoxy]phenyl]-1-methyl-3-[(pyrazin-2-yl)amino]-1H-pyrazole-4-carboxylate FC(S(=O)(=O)NC1=C(C=C(C=C1)C1=C(C(=NN1C)NC1=NC=CN=C1)C(=O)OCC)O[C@@H](C)C1=CC=C(C=C1)F)F